benzyl ((1S)-2-((4-(1-amino-3,3,3-trifluoropropyl)pyridin-2-yl)amino)-1-(4,4-difluorocyclohexyl)-2-oxoethyl)carbamate NC(CC(F)(F)F)C1=CC(=NC=C1)NC([C@H](C1CCC(CC1)(F)F)NC(OCC1=CC=CC=C1)=O)=O